water phosphorus nitrogen [N].[P].O